3,3-bis(4-hydroxyphenyl)oxindole OC1=CC=C(C=C1)C1(C(NC2=CC=CC=C12)=O)C1=CC=C(C=C1)O